(1S,4R)-2-azabicyclo[2.2.1]heptan-5-en-3-one [C@@H]12NC([C@@H](C=C1)C2)=O